(1R,4S)-4-((tert-Butoxycarbonyl)amino)-3,3-difluorocyclopentane-1-carboxylic acid C(C)(C)(C)OC(=O)N[C@@H]1C(C[C@@H](C1)C(=O)O)(F)F